3-(((5-(5-(difluoromethyl)-1,3,4-oxadiazol-2-yl)pyridin-2-yl)methyl)(phenyl)carbamoyl)-3-fluoroazetidine-1-ylpiperidine-1-carboxylate FC(C1=NN=C(O1)C=1C=CC(=NC1)CN(C(=O)C1(CN(C1)C1N(CCCC1)C(=O)[O-])F)C1=CC=CC=C1)F